COC(=O)C1CN(CC1)CC1=CC=C(C=C1)C1CNC1 1-(4-(azetidin-3-yl)benzyl)pyrrolidine-3-carboxylic acid methyl ester